Hydroxy-1-methyl-3-(1-trityl-1H-imidazol-4-yl)pyrrolidin-2-one OC1(C(N(CC1)C)=O)C=1N=CN(C1)C(C1=CC=CC=C1)(C1=CC=CC=C1)C1=CC=CC=C1